cyclohexylamine maleate C(\C=C/C(=O)O)(=O)O.C1(CCCCC1)N